5-hydroxymethyl-2-furanformaldehyde OCC1=CC=C(O1)C=O